[Si](C1=CC=CC=C1)(C1=CC=CC=C1)(C(C)(C)C)OC1=C(C(=CC=C1)F)C=1C(=CC2=C(N(CN=C2Cl)C=2C(=NC=CC2C)C(C)C)N1)F 7-(2-((tert-butyldiphenylsilyl)oxy)-6-fluorophenyl)-4-chloro-6-fluoro-1-(2-isopropyl-4-methylpyridin-3-yl)pyrido[2,3-d]pyrimidin